3-METHYL-1-(2-(TRIFLUOROMETHYL)PYRIDIN-4-YL)-1H-PYRAZOLE-4-SULFONYL CHLORIDE CC1=NN(C=C1S(=O)(=O)Cl)C1=CC(=NC=C1)C(F)(F)F